6-[1-(2,6-Dioxopiperidin-3-yl)-3-methyl-2-oxo-1,3-benzodiazol-5-yl]hexanoic acid O=C1NC(CCC1N1C(N(C2=C1C=CC(=C2)CCCCCC(=O)O)C)=O)=O